1-((R)-3-(dimethylamino)-3-(thiophen-3-yl)propyl)-3-((R)-1,2,3,4-tetrahydronaphthalen-2-yl)urea CN([C@H](CCNC(=O)N[C@H]1CC2=CC=CC=C2CC1)C1=CSC=C1)C